C(C1=CC=CC=C1)N1[C@H](CNCC1)CO (R)-(1-benzylpiperazin-2-yl)methanol